[Ir+3].C1(=CC=C(C=C1)C1=[NH+]C=CC=C1)C.C1(=CC=C(C=C1)C1=[NH+]C=CC=C1)C.C1(=CC=C(C=C1)C1=[NH+]C=CC=C1)C tris[2-(p-tolyl)pyridinium] iridium (III)